C1(=CC=CC=C1)N1OC=CC=C1 N-phenyl-Oxazine